BrC1=C2C=NN(C2=CC(=C1CCCCO)C)C1OCCCC1 4-(4-Bromo-6-methyl-1-(tetrahydro-2H-pyran-2-yl)-1H-indazol-5-yl)butan-1-ol